C(C=C)OC1=C(C(=CC=C1)C)C1=CC(=CC=C1)[C@H](CC(=O)OC)NC([C@H](CC(=C)C)NC(=O)OC(C)(C)C)=O Methyl (S)-3-(2'-(allyloxy)-6'-methyl-[1,1'-biphenyl]-3-yl)-3-((S)-2-((tert-butoxycarbonyl)amino)-4-methylpent-4-enamido)propanoate